Heptadecan-9-yl 8-((2-hydroxyethyl)(8-oxo-8-(undecan-3-yloxy)octyl)amino)octanoate OCCN(CCCCCCCC(=O)OC(CCCCCCCC)CCCCCCCC)CCCCCCCC(OC(CC)CCCCCCCC)=O